C(C)(=O)O.C(C)N=C=NCCCN(C)C 1-ethyl-3-(3-dimethylaminopropyl)carbodiimide acetate